1-[N,N-bis(2-ethylhexyl)aminomethyl]Methylbenzotriazole magnesium carbonate C([O-])([O-])=O.[Mg+2].C(C)C(CN(CC(CCCC)CC)CCN1N=NC2=C1C=CC=C2)CCCC